(R)-2,2-difluoro-N-(6-(3-((4-methyl-6-propionylpyridin-3-yl)amino)-4H-1,2,4-triazol-4-yl)pyrimidin-4-yl)cyclopropane-1-carboxamide FC1([C@H](C1)C(=O)NC1=NC=NC(=C1)N1C(=NN=C1)NC=1C=NC(=CC1C)C(CC)=O)F